C(C1=CC=CC=C1)N(C(C1=CC=C(C=C1)C1=CC2=CC=C(C(=C2C=C1)C=O)O)=O)C N-benzyl-4-(5-formyl-6-hydroxynaphthalen-2-yl)-N-methylbenzamide